4'-(pyridin-2-yl)-[1,1':2',1''-terphenyl]-3'-carbonitrile N1=C(C=CC=C1)C1=C(C(=C(C=C1)C1=CC=CC=C1)C1=CC=CC=C1)C#N